N-(2-chloro-4-fluoro-3-iodophenyl)-1-cyclopropylmethanesulfonamide ClC1=C(C=CC(=C1I)F)NS(=O)(=O)CC1CC1